ClC=1C=CC=C2C=CC=C(C12)C1=C(C=2N=C(N=C(C2C=N1)N1CCN(C2(COC2)C1)C(C=C)=O)OC[C@H]1N(CCC1)C)F (S)-1-(8-(7-(8-chloronaphthalen-1-yl)-8-fluoro-2-((1-methylpyrrolidin-2-yl)methoxy)pyrido[4,3-d]pyrimidin-4-yl)-2-oxa-5,8-diazaspiro[3.5]nonan-5-yl)prop-2-en-1-one